C(C(=C)C)(=O)OC(C)(C)C Tert-Butyl methacrylate